2-amino-5-(2-amino-[1,2,4]triazolo[1,5-a]pyridin-7-yl)-N-(2-((2-(hydroxymethyl)phenyl)thio)benzyl)nicotinamide NC1=C(C(=O)NCC2=C(C=CC=C2)SC2=C(C=CC=C2)CO)C=C(C=N1)C1=CC=2N(C=C1)N=C(N2)N